octyl-imidazolium C(CCCCCCC)C=1NC=C[NH+]1